butyl-(4-iodo-5-isopropoxy-3-pyridinyl) carbamate C(N)(OC=1C(=NC=C(C1I)OC(C)C)CCCC)=O